C1(=CC=CC=C1)C=1C=C(NC1)C(=O)C1=CC(=C(C(=C1)OC)OC)OC (4-phenyl-1H-pyrrol-2-yl)(3,4,5-trimethoxyphenyl)methanone